(S)-1-chloro-3-(4-(2-(4-((S)-2-hydroxy-3-(4-(hydroxymethyl)-1H-1,2,3-triazol-1-yl)propoxy)phenyl)propan-2-yl)-2-iodophenoxy)propan-2-ol ClC[C@H](COC1=C(C=C(C=C1)C(C)(C)C1=CC=C(C=C1)OC[C@H](CN1N=NC(=C1)CO)O)I)O